tert-butyl 4-(2-chloro-6-piperidin-1-ylpyrimidin-4-yl)piperazine-1-carboxylate ClC1=NC(=CC(=N1)N1CCN(CC1)C(=O)OC(C)(C)C)N1CCCCC1